N1(CCCC1)CCNC(=O)OC(CCC(=O)OCC1=CC(=CC(=C1)COC(CCCCCCCOC(C(CCCCCC)CCCC)=O)=O)COC(CCC(OCCCC\C=C/CC)OCCCC\C=C/CC)=O)CCCCCC 3-(((4,4-bis(((Z)-oct-5-en-1-yl)oxy)butanoyl)oxy)methyl)-5-(((8-((2-butyloctanoyl)oxy)octanoyl)oxy)methyl)benzyl 4-(((2-(pyrrolidin-1-yl)ethyl)carbamoyl)oxy)decanoate